Tris(hydroxy)methylsilane OC(O)(O)[SiH3]